FC1=CC(=C(C=C1)N([C@@H]1CC[C@H](CC1)N(C1=C(C(N(C=2C=CC(=NC12)C#N)C)=O)C#N)C)C)OC trans-8-((4-((4-fluoro-2-methoxyphenyl)(methyl)amino)cyclohexyl)(methyl)amino)-5-methyl-6-oxo-5,6-dihydro-1,5-naphthyridine-2,7-dicarbonitrile